ethyl 2-{[5-methyl-4-(3-oxopropyl)-6-{[(2Z)-3-{[2-(trimethylsilyl)ethoxy]methyl}-2,3-dihydro-1,3-benzothiazol-2-ylidene]amino}pyridazin-3-yl]amino}-1,3-thiazole-4-carboxylate CC=1C(=C(N=NC1\N=C\1/SC2=C(N1COCC[Si](C)(C)C)C=CC=C2)NC=2SC=C(N2)C(=O)OCC)CCC=O